C1(CCCCC1)CCNC(=O)C=1C=C(C(=NC1)C)NC1=NN(C2=NC(=NC=C21)NC=2C=C(C=NC2)CC(=O)O)C 2-(5-((3-((5-((2-cyclohexylethyl)carbamoyl)-2-methylpyridin-3-yl)amino)-1-methyl-1H-pyrazolo[3,4-d]pyrimidin-6-yl)amino)pyridin-3-yl)acetic acid